IC=1C(NC(N([C@H]2[C@H](O)[C@H](O)[C@@H](CO)O2)C1)=O)=O C5-Iodouridin